ClC1=CC=NC=2[C@@H](CCCC12)F (8R)-4-chloro-8-fluoro-5,6,7,8-tetrahydroquinoline